(6aR,8R)-2-chloro-6a-ethyl-8-((4-methyl-5-vinylpyridin-2-yl)oxy)-5,6,6a,7,8,9-hexahydropyrrolo[1',2':4,5]pyrazino[2,3-c]pyridazine ClC=1C=C2C(=NN1)NC[C@@]1(N2C[C@@H](C1)OC1=NC=C(C(=C1)C)C=C)CC